(S)-5,5-dimethyl-2-(3-methyl-2-pyrazinylamino)hexanoic acid CC(CC[C@@H](C(=O)O)NC1=NC=CN=C1C)(C)C